C1(CC1)C1=NN(C2=C1C=NC(=C2)CC(=O)N)C(C2=CC=CC=C2)(C2=CC=CC=C2)C2=CC=CC=C2 (3-cyclopropyl-1-trityl-1H-pyrazolo[4,3-c]pyridin-6-yl)acetamide